NC=1C=C(C=C(C1)N)CCCC(=O)O.NC=1C=C(C(=O)OCCC)C=C(C1)N propyl 3,5-diaminobenzoate (3,5-diaminophenyl propyl formate)